3-phenyl-4-hydroxybenzeneFormaldehyde nitrogen [N].C1(=CC=CC=C1)C=1C=C(C=CC1O)C=O